diethyl 1,4-dihydro-2,4,6-trimethyl-3,5-pyridinedicarboxylate CC=1NC(=C(C(C1C(=O)OCC)C)C(=O)OCC)C